FC(C1=C(C=C2CCCN(C2=C1)C=1C2=CN(C=C2C=C(C1)C1CCC(CC1)N(C1CCNCC1)C)C(C)=O)C=1C=NN(C1)C)F 1-(4-(7-(difluoromethyl)-6-(1-methyl-1H-pyrazol-4-yl)-3,4-dihydroquinolin-1(2H)-yl)-6-(4-(methyl(piperidin-4-yl)amino)cyclohexyl)isoindol-2-yl)ethan-1-one